C(C)(C)(C)OC(=O)NC=1SC=C(N1)C1=CC(=C(C(=O)OC)C=C1)C methyl 4-(2-((tert-butoxycarbonyl) amino) thiazol-4-yl)-2-methylbenzoate